C(C)(C)(C)OC(=O)N1C[C@H](CC1)NC1=C2C=CC=NC2=CC(=C1)F (S)-3-((7-fluoroquinolin-5-yl)amino)pyrrolidine-1-carboxylic acid tert-butyl ester